FC=1C=C(C#N)C=CC1COC1=NC(=CC=C1)[Sn](CCCC)(CCCC)CCCC 3-fluoro-4-(((6-(tributylstannyl)pyridin-2-yl)oxy)methyl)benzonitrile